N-(Benzo[d][1,3]dioxol-5-ylmethyl)-2-(((5-bromothiophen-2-yl)methyl)amino)acetamide O1COC2=C1C=CC(=C2)CNC(CNCC=2SC(=CC2)Br)=O